6-(3-amino-6-(1-methyl-1H-pyrazol-4-yl)pyrazin-2-yl)-4-cyclopropyl-2-(3,5-dimethoxyphenyl)pyridazin-3(2H)-one NC=1C(=NC(=CN1)C=1C=NN(C1)C)C=1C=C(C(N(N1)C1=CC(=CC(=C1)OC)OC)=O)C1CC1